11-mercaptoundecyl trifluoroacetate FC(C(=O)OCCCCCCCCCCCS)(F)F